ClC1=NN=C2N1C=CC(=C2)C(F)(F)F 3-chloro-7-(trifluoromethyl)-[1,2,4]triazolo[4,3-a]pyridine